2-bromo-3-isopropoxy-6-(trifluoromethyl)pyridine 5-bromo-2-hydroxy-3-((3-(4-hydroxyphenyl)-1-methoxy-1-oxopropan-2-ylimino)methyl)-phenyl-nicotinate BrC=1C=C(C(=C(C1)OC(C1=CN=CC=C1)=O)O)C=NC(C(=O)OC)CC1=CC=C(C=C1)O.BrC1=NC(=CC=C1OC(C)C)C(F)(F)F